FC1=CC=C(C=C1)[C@@H](C)NC1=NC=C(N=C1)C=1C=NC=C(C1)OC(F)(F)F (R)-N-(1-(4-fluorophenyl)ethyl)-5-(5-(trifluoromethoxy)pyridin-3-yl)pyrazin-2-amine